FC(C(=O)[O-])(F)F.FC(C(=O)[O-])(F)F.N1CC(C1)[NH+]1CCC1.N1CC(C1)[NH+]1CCC1 1-(azetidin-3-yl)azetidinium bistrifluoroacetate